1-bromo-3,5-difluoro-2-methoxy-4-(prop-1-en-2-yl)benzene tert-butyl-3-((5-((2-(trimethylsilyl)ethoxy)methyl)-5H-pyrrolo[2,3-b]pyrazin-2-yl)oxy)pyrrolidine-1-carboxylate C(C)(C)(C)OC(=O)N1CC(CC1)OC=1N=C2C(=NC1)N(C=C2)COCC[Si](C)(C)C.BrC2=C(C(=C(C(=C2)F)C(=C)C)F)OC